3-((6-(3-(difluoromethyl)-1H-pyrazol-4-yl)-1-oxoisoquinolin-2(1H)-yl)methyl)-N-((1-methylpiperidin-4-yl)methyl)benzamide FC(C1=NNC=C1C=1C=C2C=CN(C(C2=CC1)=O)CC=1C=C(C(=O)NCC2CCN(CC2)C)C=CC1)F